N1C=C(C2=CC=CC=C12)C=NNC1=C2N=CN(C2=NC(=N1)N1CCOCC1)CC(=O)C1=NC=CC=C1 2-(6-(2-((1H-indol-3-yl)methylene)hydrazinyl)-2-morpholino-9H-purin-9-yl)-1-(pyridine-2-yl)ethan-1-one